C(=O)C1=NN(C2=CC=C(C=C12)C=1C=C(C=NC1)NC(CC(C)C)=O)C(C1=CC=CC=C1)(C1=CC=CC=C1)C1=CC=CC=C1 N-(5-(3-formyl-1-trityl-1H-indazol-5-yl)pyridin-3-yl)-3-methylbutanamide